C(C)(=O)OC=CCCCCCCCCCCCC 1-tetradecenyl acetate